(2-(Benzyloxy)-4-(difluoromethyl)-6-hydroxyphenyl)(8-(oxetan-3-ylamino)-3,4-dihydroisoquinolin-2(1H)-yl)methanone C(C1=CC=CC=C1)OC1=C(C(=CC(=C1)C(F)F)O)C(=O)N1CC2=C(C=CC=C2CC1)NC1COC1